FC1=C2C3=C(NC2=C(C=C1F)NC)N=CC(=C3N3CCC1(CCN1C)C3)C=3C=C1C(C(=CN(C1=NC3)NC)C(=O)O)=O 6-[5,6-difluoro-8-(methylamino)-4-(1-methyl-1,7-diazaspiro[3.4]oct-7-yl)-9H-pyrido[2,3-b]indol-3-yl]-1-(methylamino)-4-oxo-1,8-naphthyridine-3-carboxylic acid